4-(4-fluorophenyl)phthalazin-1(2H)-one FC1=CC=C(C=C1)C1=NNC(C2=CC=CC=C12)=O